(Z)-2-(1-(4-((6-chloropyridin-3-yl)oxy)benzylidene)-5-fluoro-2-methyl-1H-inden-3-yl)acetic acid ClC1=CC=C(C=N1)OC1=CC=C(\C=C/2\C(=C(C3=CC(=CC=C23)F)CC(=O)O)C)C=C1